Ethyl 4-[6-({5-[2-ethoxy-6-(trifluoromethyl)pyridin-4-yl]-7-({[1-(methoxymethyl)cyclohexyl]methyl}(methyl)amino)-1H-imidazo[4,5-b]pyridin-2-yl}carbamoyl)pyridin-3-yl]butanoate C(C)OC1=NC(=CC(=C1)C1=CC(=C2C(=N1)N=C(N2)NC(=O)C2=CC=C(C=N2)CCCC(=O)OCC)N(C)CC2(CCCCC2)COC)C(F)(F)F